CC=1C(=C2C=NN(C2=CC1)C1OCCCC1)C1CCC=2C(=NC=NC2C1)N1CCNCC1 7-(5-methyl-1-tetrahydropyran-2-yl-indazol-4-yl)-4-piperazin-1-yl-5,6,7,8-tetrahydroquinazoline